C(C)(C)(C)OC(=O)N1CC(C1)(C)[C@@](C=1C=NC=C(C1)C1=NOC(=N1)C)(C1=CC=C(C=C1)C(C)C)O 3-{(R)-hydroxy-(4-isopropyl-phenyl)-[5-(5-methyl-[1,2,4]Oxadiazol-3-yl)-pyridin-3-yl]-methyl}-3-methyl-azetidine-1-carboxylic acid tert-butyl ester